3,4-dimethoxyphenylacetyl-hydrazine COC=1C=C(C=CC1OC)CC(=O)NN